C(#N)C1=CC(=C(C=C1)NS(=O)(=O)C1=CNC2=CC=CC=C12)F N-(4-cyano-2-fluorophenyl)-1H-indole-3-sulfonamide